O1COC2=C1C=CC(=C2)C(C(C(=O)OC)(C)C)C2=CC1=CC(=CC=C1C=C2)O Methyl 3-(benzo[d][1,3]dioxol-5-yl)-3-(7-hydroxynaphthalen-2-yl)-2,2-dimethylpropanoate